C(C)OC(=O)C1CCN(CC1)C1=NC=CC=C1 1-(pyridin-2-yl)piperidine-4-carboxylic acid ethyl ester